C(C)(C)OC=1C(=NC(=CC1)S(=O)(=O)C)NC1=CC(=NC=C1C1=NN(C=C1)C)NC(C)=O N-(4-((3-isopropoxy-6-(methylsulfonyl)pyridin-2-yl)amino)-5-(1-methyl-1H-pyrazol-3-yl)pyridin-2-yl)acetamide